5-chloro-4-[(3S)-3-(1-hydroxy-1-methyl-ethyl)piperazin-1-yl]-2-(4-pyridinyl)-1H-pyrimidin-6-one ClC1=C(N=C(NC1=O)C1=CC=NC=C1)N1C[C@H](NCC1)C(C)(C)O